C(Br)(Br)(Br)Br.C(C=CC1=CC=CC=C1)(=O)N cinnamamide compound with carbon tetrabromide